FC1CCC=2C1=NC1=C(C2NC(=O)N=[S@@](=O)(N)C2=CN=C(S2)C(C)(C)O)CCC1 (S)-N'-((3-fluoro-1,2,3,5,6,7-hexahydrodicyclopenta[b,e]pyridin-8-yl)carbamoyl)-2-(2-hydroxypropan-2-yl)thiazole-5-sulfonimidamide